1-(5-amino-2-bromopyridin-4-yl)-2-chloroethanone NC=1C(=CC(=NC1)Br)C(CCl)=O